N,N,N-trimethyl-1-hexadecyl-ammonium bromide [Br-].C[N+](C)(C)CCCCCCCCCCCCCCCC